3-[(2R)-pyrrolidin-2-ylmethoxy]-2-[(2,2,2-trifluoroethyl)amino]propanamide N1[C@H](CCC1)COCC(C(=O)N)NCC(F)(F)F